C(C=C)(=O)OCCCCC[Si](C)(C)Br acryloxypentylbromodimethylsilane